2-(2-isopropylpiperazin-1-yl)-4-(4-(methoxymethyl)phenyl)-1,3,5-triazine C(C)(C)C1N(CCNC1)C1=NC=NC(=N1)C1=CC=C(C=C1)COC